FC(OC1=CC=C(C=C1)NC([O-])=O)(F)F 4-Trifluoromethoxyphenylcarbamat